(2S)-1-Benzyloxypent-4-yn-2-ol C(C1=CC=CC=C1)OC[C@H](CC#C)O